CC=1C(=C(C=CC1C1=C(C(=C(C(=C1C)C)O)C)C)O)C hexamethyl-4,4'-biphenol